(R)-1-(3-chloro-2-fluorophenyl)-2,2,2-trifluoroethanamine ClC=1C(=C(C=CC1)[C@H](C(F)(F)F)N)F